[C@H]1([C@H](O)[C@@H](O)[C@H](O)[C@H](O1)CO)O[C@H]1[C@H](O[C@@H]([C@H]([C@@H]1O)O)C(=O)O)O[C@H]([C@@H](C=O)O)[C@H](O)[C@H](O)CO α-D-Glucopyranosyl-(1→2)-α-D-glucopyranuronosyl-(1→3)-D-mannose